1-(2-(4'-(3,3-difluoroazetidine-1-carbonyl)biphenyl-4-yl)propan-2-yl)-3-(3-ethylquinuclidin-3-yl)urea FC1(CN(C1)C(=O)C1=CC=C(C=C1)C1=CC=C(C=C1)C(C)(C)NC(=O)NC1(CN2CCC1CC2)CC)F